C(C)(C)(C)OC(=O)N\C(\C(=O)OC(C)(C)C)=C\CCC1CCCC1 (E)-tert-Butyl 2-(tert-butoxycarbonylamino)-5-cyclopentylpent-2-enoate